N1=C(C=CC=C1)C(=O)O pyridine-o-carboxylic acid